OC(CCC(=O)OCC(COC(CC(CCCC)(C)C)=O)(C)COC(CC(CCCC)(C)C)=O)CCC(=O)OCC(COC(CC(CCCC)(C)C)=O)(C)COC(CC(CCCC)(C)C)=O bis(3-((3,3-dimethylheptanoyl)oxy)-2-(((3,3-dimethylheptanoyl)oxy) methyl)-2-methylpropyl) 4-hydroxyheptanedioate